NCCCNCCN 3-amino(propyl)ethylenediamine